CC(CC1=C(C(=O)C2=CC=C(C=C2)SC)C=CC=C1)(C)N1CCOCC1 2-methyl-4'-(methylthio)-2-morpholinopropyl-benzophenone